C(CC[NH2+]CCCC[NH3+])C[NH3+] The molecule is trication of sym-homospermidine arising from protonation of all three amino groups; major species at pH 7.3. It is a conjugate acid of a sym-homospermidine.